tert-Butyl 4-chloro-11-azatricyclo[6.2.1.02,7]undeca-2,4,6,9-tetraene-11-carboxylate ClC=1C=C2C3C=CC(C2=CC1)N3C(=O)OC(C)(C)C